(R)-N-(1-(5-(cyclopropanecarbonyl)-5,6,7,8-tetrahydro-1,5-naphthyridin-2-yl)-2,2,2-trifluoroethyl)-4-fluorobenzamide C1(CC1)C(=O)N1C=2C=CC(=NC2CCC1)[C@H](C(F)(F)F)NC(C1=CC=C(C=C1)F)=O